ClC=1C=C2C(=NC(N3C2=C(C1C1=C(C=C(C=C1)F)F)SCC(C3)OC)=O)N3[C@H](CNCC3)C 10-chloro-11-(2,4-difluorophenyl)-3-methoxy-8-((S)-2-methylpiperazin-1-yl)-3,4-dihydro-2H,6H-[1,4]thiazepino[2,3,4-ij]quinazolin-6-one